(1-methyl-1H-pyrazol-4-yl)-4-(4-(trifluoromethyl)phenyl)-6-(4-(vinylsulfonyl)piperazin-1-yl)pyrimidine (R)-glycerate C([C@H](O)CO)(=O)O.CN1N=CC(=C1)C1=NC(=CC(=N1)C1=CC=C(C=C1)C(F)(F)F)N1CCN(CC1)S(=O)(=O)C=C